FC1(CC2C(C2C1)NC1=NC=C(C=C1S(=O)(=O)N(C)CC1=CC=C(C=C1)OC)C=1N=CN(C1)C)F ((3,3-difluorobicyclo[3.1.0]hexane-6-yl)amino)-N-(4-methoxybenzyl)-N-methyl-5-(1-methyl-1H-imidazol-4-yl)pyridine-3-sulfonamide